tert-butyl 3-(4-oxo-4,9-dihydro-3H-pyrimido[4,5-b]indol-7-yl)-2,5-dihydro-1H-pyrrole-1-carboxylate O=C1NC=NC=2NC3=CC(=CC=C3C21)C=2CN(CC2)C(=O)OC(C)(C)C